COC=1C=C2C(=C3C(=NC2=CC1OC)CCCCC3)N[C@H]3CN(CCC3)CCO 2-[(3R)-3-({2,3-dimethoxy-6H,7H,8H,9H,10H-cyclohepta[b]quinolin-11-yl}amino)piperidin-1-yl]ethan-1-ol